CC1CNC(C=2N1C1=C(C2)C=CC(=N1)C(=O)NC=1N=C(N(C1)C)C(NC1CCN(CC1)C)=O)=O 9-methyl-N-(1-methyl-2-((1-methylpiperidin-4-yl)carbamoyl)-1H-imidazol-4-yl)-6-oxo-6,7,8,9-tetrahydropyrido[3',2':4,5]pyrrolo[1,2-a]pyrazine-2-carboxamide